2-[[3-[[1-(1,3-benzothiazol-2-yl)-2-(3-carbamimidoylphenyl)ethyl]sulfamoyl]benzoyl]amino]ethyl acetate C(C)(=O)OCCNC(C1=CC(=CC=C1)S(NC(CC1=CC(=CC=C1)C(N)=N)C=1SC2=C(N1)C=CC=C2)(=O)=O)=O